FC=1C=C(C=C(C1F)F)C=1N=NN(C1)[C@@H]1[C@H]([C@@H](SC2=CC(=CC=C2)C(F)(F)F)O[C@@H]([C@@H]1O)CO)O 3-(Trifluoromethyl)phenyl 3-deoxy-3-[4-(3,4,5-trifluorophenyl)-1H-1,2,3-triazol-1-yl]-1-thio-α-D-galactopyranoside